FC(OC1=C2C=CC(=NC2=C(C=C1)C)C=1OC2=C(C1C)C=CC=C2)F 5-(Difluoromethoxy)-8-methyl-2-(3-methyl-1-benzofuran-2-yl)quinoline